BrC1=CC(=C(C=2NC=NC21)NCC2CCOCC2)[N+](=O)[O-] 4-bromo-6-nitro-N-((tetrahydro-2H-pyran-4-yl)methyl)-1H-benzo[d]imidazole-7-amine